4-(5-amino-2-(4-hydroxyphenoxy)pyridin-3-yl)-6-methyl-1-tosyl-1H-pyrrolo[2,3-c]pyridin-7(6H)-one NC=1C=C(C(=NC1)OC1=CC=C(C=C1)O)C=1C2=C(C(N(C1)C)=O)N(C=C2)S(=O)(=O)C2=CC=C(C)C=C2